(cyclopentadienyl)dipropyl-trimethylsilylmethyl-platinum C1(C=CC=C1)[Pt](C[Si](C)(C)C)(CCC)CCC